Morphine sulfate salt S(=O)(=O)(O)O.C1=CC(O)=C2C=3[C@@]45[C@@H](O2)[C@@H](O)C=C[C@H]4[C@@H](CC13)N(C)CC5